CN1[C@@H](CN(C2=CC=CC=C12)C1=CC=C(C=C1)C(F)(F)F)CNC(C=C)=O |o1:2| (R)- or (S)-N-((1-methyl-4-(4-(trifluoromethyl)phenyl)-1,2,3,4-tetrahydroquinoxalin-2-yl)methyl)acrylamide